C(CCCCCCCCCCCCCCCCC)(=O)OC[C@@H](OC(CCCCCCCCCCC)=O)COP(=O)([O-])OCC[N+](C)(C)C 1-octadecanoyl-2-dodecanoyl-sn-glycero-3-phosphocholine